(4-(3-((1H-pyrrolo[2,3-b]pyridin-4-yl)ethynyl)imidazo[1,2-a]pyridin-6-yl)phenyl)(morpholino)methanone N1C=CC=2C1=NC=CC2C#CC2=CN=C1N2C=C(C=C1)C1=CC=C(C=C1)C(=O)N1CCOCC1